3-(6-hydroxy-2-naphthyl)-2-butyl acrylate C(C=C)(=O)OC(C)C(C)C1=CC2=CC=C(C=C2C=C1)O